(Z)-6-(4-oxo-5-(2-oxoindolin-3-ylidene)-2-thioxothiazolidin-3-yl)hexanoic acid O=C/1N(C(S\C1=C\1/C(NC2=CC=CC=C12)=O)=S)CCCCCC(=O)O